C1(=CC=CC=C1)C(C1=CC=CC=C1)OC(C=CC1=CC=CC=C1)=O diphenylmethyl-3-phenylacrylate